CO[C@@H]1CC2=CC=3CCCC3C(=C2C1)NC(=O)N=[S@@](=O)(N)C=1C=NN2C1OCC(C2)(C)C (S)-N'-(((R)-2-methoxy-1,2,3,5,6,7-hexahydro-s-indacen-4-yl)carbamoyl)-6,6-dimethyl-6,7-dihydro-5H-pyrazolo[5,1-b][1,3]oxazine-3-sulfonimidamide